(+/-)-4-[3-(2-chloro-4-pyrrolidin-1-yl-phenyl)-1,4-oxazepan-4-yl]-6-methyl-pyrimidin-2-amine ClC1=C(C=CC(=C1)N1CCCC1)[C@@H]1COCCCN1C1=NC(=NC(=C1)C)N |r|